Cl.N1CC(C1)C(CC1=NC=CC=C1)=O 1-(azetidin-3-yl)-2-(pyridin-2-yl)ethan-1-one hydrochloride